C(C=C)[Si](OC(C)=O)(C)C allyl-dimethyl-acetoxysilane